OC(CC1=C(C=CC(=C1OC)NCC#C)S(=O)(=O)N)CO (2,3-dihydroxypropyl)-3-methoxy-4-(prop-2-yn-1-ylamino)benzenesulfonamide